C(#N)C1=CC=C(C=C1)C1=CC=C(C=C1)SC1=C(N=NN1)C(=O)O 5-((4'-cyano-[1,1'-biphenyl]-4-yl)thio)-1H-1,2,3-triazole-4-carboxylic acid